3-(5-((4-(3-(3-amino-5-(4-amino-4-methylpiperidin-1-yl)pyrazin-2-yl)-2-chlorophenyl)piperazin-1-yl)methyl)-7-fluoro-1-oxoisoindolin-2-yl)piperidine-2,6-dione NC=1C(=NC=C(N1)N1CCC(CC1)(C)N)C=1C(=C(C=CC1)N1CCN(CC1)CC=1C=C2CN(C(C2=C(C1)F)=O)C1C(NC(CC1)=O)=O)Cl